methyl formylformate C(=O)C(=O)OC